N-(6-(6-(tert-butyl)-imidazo[1,2-a]pyridin-3-yl)pyridin-2-yl)-6-azaspiro[3.4]octan-2-amine C(C)(C)(C)C=1C=CC=2N(C1)C(=CN2)C2=CC=CC(=N2)NC2CC1(C2)CNCC1